C1(=CC(=CC(=C1)C)C)C(C(=O)NCC=1C=C2CN(C(C2=CC1)=O)C1C(NC(CC1)=O)=O)=O 2-(3,5-xylyl)-N-((2-(2,6-dioxopiperidin-3-yl)-1-oxoisoindolin-5-yl)methyl)-2-oxoacetamide